OCCOC=1C=C(C(=O)O)C=CC1C 3-(2-hydroxyethoxy)-4-methylbenzoic acid